C(C)NC(=O)C=1C(=C(C(=CC1CCCCC)O)C1=C(C=CC(=C1)C)C(=C)C)O N-ethyl-2,6-dihydroxy-5'-methyl-4-pentyl-2'-(prop-1-en-2-yl)-[1,1'-biphenyl]-3-carboxamide